C(C=C)(=O)N1CCN(CC1)C1=NC=NC2=CC(=C(C=C12)C(F)(F)F)C1=C(C(=O)N)C=CC=C1 2-(4-(4-acryloyl-piperazin-1-yl)-6-(trifluoro-methyl)quinazolin-7-yl)benzamide